BrC=1C=C(N(N1)CC(C)NC(=O)OC(C)(C)C)C(=O)OC methyl 5-bromo-2-{2-[(tert-butoxycarbonyl)amino]propyl}pyrazole-3-carboxylate